1-amino-3-(4-(4-(1-(pent-3-yl)-1H-pyrazol-4-yl)pyrazolo[1,5-a]pyrazin-6-yl)-1H-pyrazol-1-yl)propan-2-ol NCC(CN1N=CC(=C1)C=1N=C(C=2N(C1)N=CC2)C=2C=NN(C2)C(CC)CC)O